CC1=NC=CC(=N1)NC(C)C1=CC(=CC=C1)N1CCOCC1 2-methyl-N-[1-(3-morpholin-4-ylphenyl)ethyl]pyrimidin-4-amine